2-(Anthracene-9-ylmethyl)-8-(naphthalen-2-ylmethyl)hexahydro-2H-pyrazino[1,2-a]pyrazine-6,9-dione C1=CC=CC2=CC3=CC=CC=C3C(=C12)CN1CC2N(CC1)C(CN(C2=O)CC2=CC1=CC=CC=C1C=C2)=O